GUANIDINO ACETATE C(C)(=O)ONC(=N)N